C1(CC1)NC1=C2N=CN(C2=NC(=N1)S(=O)(=O)C)CC1=C(C(=CC=C1F)C)F N-cyclopropyl-9-(2,6-difluoro-3-methylbenzyl)-2-(methylsulfonyl)-9H-purin-6-amine